ClC1=CC=2C3=C(C(=NC2C(=C1C1=C2C=NNC2=CC(=C1C)C)F)OC[C@H]1N(CCC1)C)C=NN3[C@@H]3C[C@H](NCC3)CC#N ((2S,4S)-4-(8-chloro-7-(5,6-dimethyl-1H-indazol-4-yl)-6-fluoro-4-(((S)-1-methylpyrrolidin-2-yl)methoxy)-1H-pyrazolo[4,3-c]quinolin-1-yl)piperidin-2-yl)acetonitrile